[Na+].NCCNCCS(=O)(=O)[O-] 2-[(2-aminoethyl)amino]ethanesulfonic acid, sodium salt